O=C1NC(CCC1N1C(C2=CC=CC(=C2C1)CCCCCCNC(OC(C)(C)C)=O)=O)=O tert-butyl (6-(2-(2,6-dioxopiperidin-3-yl)-1-oxoisoindolin-4-yl)hexyl)carbamate